N=C1SCC2N1CCN(C2)C(=O)OC(C)(C)C tert-butyl 3-iminotetrahydro-3H-thiazolo[3,4-a]pyrazine-7(1H)-carboxylate